FC(S(=O)(=O)OC=1C2=C(N=C(N1)SC)CC(OC2C)C2=CC=CC1=CC=CC(=C21)Cl)(F)F 7-(8-chloronaphthalen-1-yl)-5-methyl-2-(methylsulfanyl)-5H,7H,8H-pyrano[4,3-d]pyrimidin-4-yl trifluoromethanesulfonate